tert-Butyl (2S)-1-[2-(benzyloxycarbonylamino)ethyl]pyrrolidine-2-carboxylate C(C1=CC=CC=C1)OC(=O)NCCN1[C@@H](CCC1)C(=O)OC(C)(C)C